FC1(CNCCC1NC(=O)C1=C(SC2=C1C=C(C=C2)OCC2=C(C=CC=C2)F)C)F N-(3,3-difluoropiperidin-4-yl)-5-[(2-fluorophenyl)methoxy]-2-methyl-1-benzothiophene-3-carboxamide